2-(methoxymethyl)-7-nitrobenzofuran COCC=1OC2=C(C1)C=CC=C2[N+](=O)[O-]